C(C=C)(=O)N1[C@H](CN(CC1)C1=CC(=NC=2CN(CCC12)C1=CC=CC2=CC=CC(=C12)C)C(=O)N[C@@H](CN1CC(CC1)(F)F)C)CC#N |o1:34| 4-((S)-4-acryloyl-3-(cyanomethyl)piperazin-1-yl)-N-((R or S)-1-(3,3-difluoropyrrolidin-1-yl)propan-2-yl)-7-(8-methylnaphthalen-1-yl)-5,6,7,8-tetrahydro-1,7-naphthyridine-2-carboxamide